C(C1=CC=CC=C1)OC(C)C1=C(C(=CC(=C1)Cl)F)SCC1=CC=CC=C1 1-[1-(benzyloxy)ethyl]-2-(benzylsulfanyl)-5-chloro-3-fluorobenzene